Cl.N[C@H](C(=O)O)CC1=CC=C(C=C1)C1=CSC2=C1N=CN=C2OC(C(F)(F)F)C2=C(C=C(C=C2)Cl)C2=CC(=CC=C2)OC (2S)-2-amino-3-(4-(4-(1-(5-chloro-3'-methoxy-[1,1'-biphenyl]-2-yl)-2,2,2-trifluoroethoxy)thieno[3,2-d]pyrimidine-7-yl)phenyl)propionic acid hydrochloride